(R)-1-((4-amino-2-(4-(benzyloxy)-3,3-dimethylbut-1-yn-1-yl)-5-fluorophenyl)amino)-3-(benzyloxy)propan-2-ol NC1=CC(=C(C=C1F)NC[C@H](COCC1=CC=CC=C1)O)C#CC(COCC1=CC=CC=C1)(C)C